4-xylylenebismaleimide C1(=CC=C(C=C1)CC=1C(=O)NC(C1)=O)CC=1C(=O)NC(C1)=O